2-(6-bromo-3-methyl-2-oxo-2,3-dihydro-1H-imidazo[4,5-b]pyridin-1-yl)-N,N-dimethylacetamide BrC=1C=C2C(=NC1)N(C(N2CC(=O)N(C)C)=O)C